OC1=C(C(N(C2=NC=C(C=C12)C1=CC=CC=C1)CCN1CCOCC1)=O)C(=O)NC1CC2(C1)CCC2 4-hydroxy-1-(2-morpholinoethyl)-2-oxo-6-phenyl-N-(spiro[3.3]heptan-2-yl)-1,2-dihydro-1,8-naphthyridine-3-carboxamide